(S,E)-2-((3-(4-Fluorophenyl)acryloyl)oxy)-N-(2-hydroxyethyl)-N-(4-nitrobenzyl)ethan-1-amine oxide FC1=CC=C(C=C1)/C=C/C(=O)OCC[N@+](CC1=CC=C(C=C1)[N+](=O)[O-])(CCO)[O-]